(4-(3-hydroxyoxetan-3-yl)phenyl)(4-((6-(trifluoromethyl)benzo[d]thiazol-2-yl)amino)piperidin-1-yl)methanone OC1(COC1)C1=CC=C(C=C1)C(=O)N1CCC(CC1)NC=1SC2=C(N1)C=CC(=C2)C(F)(F)F